5-chloro-11H-pyrido[3',4':4,5]pyrrolo[3,2-c][2,6]naphthyridine ClC1=NC2=C(C3=CN=CC=C13)NC1=C2C=NC=C1